4-[6-(5-chloro-2-fluorophenyl)-3-(2-methoxyethoxy)pyridazin-4-yl]pyridine-2,4-diamine ClC=1C=CC(=C(C1)C1=CC(=C(N=N1)OCCOC)C1(CC(=NC=C1)N)N)F